C1(CC1)C(C=O)([2H])NC(OC(C)(C)C)=O tert-butyl N-(1-cyclopropyl-1-deuterio-2-oxo-ethyl)carbamate